5-bromo-2,3-difluoro-N,N-bis(4-methoxybenzyl)-4-(trifluoromethyl)aniline BrC=1C(=C(C(=C(N(CC2=CC=C(C=C2)OC)CC2=CC=C(C=C2)OC)C1)F)F)C(F)(F)F